C1CC12C(CNCC2)O 6-Azaspiro[2.5]octan-4-ol